3-[7-nitro-3-(ethoxycarbonyl)-2-propylquinolin-4-yl]propanoic acid [N+](=O)([O-])C1=CC=C2C(=C(C(=NC2=C1)CCC)C(=O)OCC)CCC(=O)O